C(C(CCl)OP(=O)(OC(CCl)CCl)OC(CCl)CCl)Cl tris(1,3-dichloroisopropyl)phosphate